C(C)(C)(C)C1=CC=C(C=C1)C1[C@@H]2CN(C[C@H]12)C(=O)C1CC2(C1)NC(OC2)=O 2-((1R,5S,6S)-6-(4-(tert-butyl)phenyl)-3-azabicyclo[3.1.0]hexane-3-carbonyl)-7-oxa-5-azaspiro[3.4]octane-6-one